hydroquinonesulfonic acid, potassium salt [K+].C=1(O)C(=CC(O)=CC1)S(=O)(=O)[O-]